C(C1=CC=CC=C1)OC=1C=C(CCOC[C@]2(C[C@H](CC2)NS(=O)(=O)C)C(=O)N)C=CC1 (1S,3S)-1-((3-(benzyloxy)phenethoxy)methyl)-3-(methylsulfonamido)cyclopentane-1-carboxamide